ClC1=C(C=C(C=C1)F)C1C2(CN(C2N2N=CC(=C2)C)C2=C(C=CC(=C2C=O)F)O)CC1 6-(5-(2-chloro-5-fluorophenyl)(4-methyl-1H-pyrazol-1-yl)-2-azaspiro[3.3]heptan-2-yl)(2-fluoro-5-hydroxyphenyl)methanone